4-[tert-butyl(dimethyl)silyl]oxy-2-pyrrolidone [Si](C)(C)(C(C)(C)C)OC1CC(NC1)=O